C(C)OC(=O)C1C(CC(CC1)(C)C)=O 4,4-dimethyl-2-oxocyclohexane-1-carboxylic acid ethyl ester